2-[(E)-3-(3-hydroxy-4-methylphenyl)prop-2-enoyl]-5-nitrosobenzonitrile OC=1C=C(C=CC1C)/C=C/C(=O)C1=C(C#N)C=C(C=C1)N=O